C1(CC1)CNC1=CC=C(N=N1)C(=O)NC 6-(cyclopropylmethyl-Amino)-N-methylpyridazine-3-carboxamide